7-chloro-4-(prop-2-yn-1-yloxy)-1-(pyridin-3-yl)quinazolin-2(1H)-one ClC1=CC=C2C(=NC(N(C2=C1)C=1C=NC=CC1)=O)OCC#C